5,7-Dibromo-3-methylbenzo[d]oxazol-2(3H)-one BrC=1C=C(C2=C(N(C(O2)=O)C)C1)Br